2-(((4-(1H-tetrazol-5-yl)phenyl)(phenyl)methyl)(methyl)amino)-6-(benzo[d]oxazol-2-yl)-5-hydroxy-3-methylpyrimidin-4(3H)-one N1N=NN=C1C1=CC=C(C=C1)C(C1=CC=CC=C1)N(C1=NC(=C(C(N1C)=O)O)C=1OC2=C(N1)C=CC=C2)C